bis(trifluoro-2,4-pentanedionyl)manganese FC(C(CC(C[Mn]CC(CC(C(F)(F)F)=O)=O)=O)=O)(F)F